ClCC(=O)NC1=CC(=NC=C1Cl)N1[C@H](CCC1)C (S)-2-chloro-N-(5-chloro-2-(2-methylpyrrolidin-1-yl)pyridin-4-yl)acetamide